CC1(OB(OC1(C)C)C1=CC=CC2=C1CCO2)C 4-(4,4,5,5-tetramethyl-1,3,2-dioxaborolan-2-yl)-2,3-dihydrobenzofuran